COCC(C)NC(=O)C1=CC2=C(N3C=4C=CC=CC4N=C13)N=CC=C2N2CCN(CCC2)C 4-(4-Methyl-[1,4]diazepan-1-yl)-1,7,11b-triaza-benzo[c]fluorene-6-carboxylic acid (2-methoxy-1-methyl-ethyl)-amide